CC1=C(C=CC=C1)SC1=CC=C(C=C1)C(C(CCCCCC)=O)=NO 1-[4-(2-methylphenylthio)phenyl]-octan-1-one-2-one oxime